(S)-4-((3,3-difluorocyclobutyl)(4-(5,6,7,8-tetrahydro-1,8-naphthyridin-2-yl)butyl)amino)-2-((2-(trifluoromethyl)pyrimidin-4-yl)amino)butanoic acid FC1(CC(C1)N(CC[C@@H](C(=O)O)NC1=NC(=NC=C1)C(F)(F)F)CCCCC1=NC=2NCCCC2C=C1)F